ClC=1C=CC(=NC1)[C@H](C(F)(F)F)N[S@@](=O)C(C)(C)C (S)-N-((R)-1-(5-Chloropyridin-2-yl)-2,2,2-trifluoroethyl)-2-methylpropane-2-sulfinamide